1,2,3,4-tetrahydroisoquinoline-6,7-diol-6-al C1NCCC=2CC(C(=CC12)O)(O)C=O